methanesulfonic acid (2R,4S,5S)-2-((S)-1-(4-fluorophenyl)-1,2,3,4-tetrahydroisoquinoline-2-carbonyl)-5-propoxytetrahydro-2H-pyran-4-yl ester FC1=CC=C(C=C1)[C@@H]1N(CCC2=CC=CC=C12)C(=O)[C@@H]1OC[C@@H]([C@H](C1)OS(=O)(=O)C)OCCC